5-Methyl-1-(4'-methoxyphenyl)-3(1H)pyridone CC=1CC(CN(C1)C1=CC=C(C=C1)OC)=O